3-(2-Phenylethyl)-5-propyl-[1,2,4]triazolo[4,3-a]pyrimidin-7(8H)-one C1(=CC=CC=C1)CCC1=NN=C2N1C(=CC(N2)=O)CCC